3-[6-(1,4-Oxazepan-4-carbonyl)-1-(2,2,2-trifluoroethyl)pyrazolo[4,3-c]pyridin-3-yl]benzofuran O1CCN(CCC1)C(=O)C1=CC2=C(C=N1)C(=NN2CC(F)(F)F)C2=COC1=C2C=CC=C1